4-[[2-(4-Chloro-1H-indazol-6-yl)acetyl]amino]-N-[1-(trifluoromethyl)cyclopropyl]pyridine-2-carboxamide ClC1=C2C=NNC2=CC(=C1)CC(=O)NC1=CC(=NC=C1)C(=O)NC1(CC1)C(F)(F)F